COC=1C=C(C=CC1O)C1=NC2=CC(=CC(=C2C(C1O)=O)O)O 2-(3-methoxy-4-hydroxyphenyl)-3,5,7-trihydroxyquinolin-4-one